C(C)OC(=O)C1OCC(N1C1=CC=C(C=C1)OC)C1=CC=CC=C1 3-(4-methoxyphenyl)-4-phenyloxazolidine-2-carboxylic acid ethyl ester